3-[4-(difluoromethanesulfonamido)-3-[1-(4-fluorophenyl)propoxy]phenyl]-5-[(pyrazin-2-yl)amino]-1H-pyrazole-4-carboxamide FC(S(=O)(=O)NC1=C(C=C(C=C1)C1=NNC(=C1C(=O)N)NC1=NC=CN=C1)OC(CC)C1=CC=C(C=C1)F)F